C(C)(=O)NCC1=CC=CC=C1 Acetylphenylmethylamine